4-{1-[(tert-butyldimethylsilyl)oxy]propan-2-yl}-3-(1-ethoxyvinyl)-5-[(triisopropylsilyl)ethynyl]pyridazine [Si](C)(C)(C(C)(C)C)OCC(C)C1=C(N=NC=C1C#C[Si](C(C)C)(C(C)C)C(C)C)C(=C)OCC